4-(3-(4-Chloro-3-(trifluoromethyl)phenethyl)-3-(dimethylamino)piperidin-1-yl)-N-(2,4-dimethoxybenzyl)-2-fluoro-N-(pyrimidin-4-yl)benzenesulfonamide ClC1=C(C=C(CCC2(CN(CCC2)C2=CC(=C(C=C2)S(=O)(=O)N(C2=NC=NC=C2)CC2=C(C=C(C=C2)OC)OC)F)N(C)C)C=C1)C(F)(F)F